2-(Azetidin-3-yl)-N-(6-(difluoromethyl)pyridin-2-yl)-7-ethoxyimidazo[1,2-a]pyridine-6-carboxamide N1CC(C1)C=1N=C2N(C=C(C(=C2)OCC)C(=O)NC2=NC(=CC=C2)C(F)F)C1